NC1=CC=C(CCNC(=O)C=2N=C(SC2)C#C)C=C1 N-(4-Aminophenethyl)-2-ethynylthiazole-4-carboxamide